FC(C1=CC=C(C=N1)[C@@H](CCC)NC(=O)C=1C=C(N2C1COCC2)C(=O)N2[C@H](CCC2)C)(F)F 6-((S)-2-methyl-pyrrolidine-1-carbonyl)-3,4-dihydro-1H-pyrrolo[2,1-c][1,4]oxazine-8-carboxylic acid [(R)-1-(6-trifluoromethyl-pyridin-3-yl)-butyl]-amide